Cl.C1(=CC=CC=C1)CS(=O)(=O)F phenylmethanesulfonyl fluoride hydrochloride